2-((4-fluorophenyl)sulfonylamino)-N-(4-methylthiazol-2-yl)benzamide FC1=CC=C(C=C1)S(=O)(=O)NC1=C(C(=O)NC=2SC=C(N2)C)C=CC=C1